2-[4-(difluoromethyl)-7-[(3R)-1-methyl-3-piperidyl]imidazo[4,5-c]pyridazin-3-yl]-5-(trifluoromethyl)phenol FC(C=1C2=C(N=NC1C1=C(C=C(C=C1)C(F)(F)F)O)N(C=N2)[C@H]2CN(CCC2)C)F